OC1=C(C(=O)N(C=2C3=C(N=CN2)N(C=C3)C)C)C=C(C(=C1)O)C(C)C 2,4-dihydroxy-5-isopropyl-N-methyl-N-(7-methyl-7H-pyrrolo[2,3-d]pyrimidin-4-yl)benzamide